C(#N)C1(CC1)C(=O)NCC=1C(=NC(=NC1)C1=CC(=C(C(=C1)I)C)F)N1CC(CC1)CNC(OC(C)(C)C)=O tert-butyl N-[[1-[5-[[(1-cyanocyclopropanecarbonyl)amino]methyl]-2-(3-fluoro-5-iodo-4-methyl-phenyl)pyrimidin-4-yl]pyrrolidin-3-yl]methyl]carbamate